5-[(4-methoxyphenyl)methyl]-3,6,6-trimethylthieno[2,3-c]pyrrol-4-one COC1=CC=C(C=C1)CN1C(C2=C(C1=O)C(=CS2)C)(C)C